4'-((1R,5S)-3,8-diazabicyclo[3.2.1]octan-3-yl)-2'-(((S)-1-methylpyrrolidin-2-yl)methoxy)-5',8'-dihydro-2H,6'H-spiro[acenaphthylene-1,7'-quinazoline] [C@H]12CN(C[C@H](CC1)N2)C2=NC(=NC=1CC3(CCC21)CC2=CC=CC1=CC=CC3=C21)OC[C@H]2N(CCC2)C